5-(4-((4-methyl-5-nitropyridin-2-yl)oxy)phenyl)thiazole CC1=CC(=NC=C1[N+](=O)[O-])OC1=CC=C(C=C1)C1=CN=CS1